CSC1=NC=C(C(=N1)OCCC)C(=O)N 2-(methylthio)-4-propoxypyrimidine-5-carboxamide